N,N'-Bis(2-hydroxyethyl)piperazine OCCN1CCN(CC1)CCO